C1(=CC=CC=C1)C[C@@H](B1O[C@@H]2[C@](O1)(C[C@H]1C([C@@H]2C1)(C)C)C)NC(OCC1CNC1)=O azetidin-3-ylmethyl ((R)-2-phenyl-1-((3aS,4S,6S,7aR)-5,5,7a-trimethylhexahydro-4,6-methanobenzo[d][1,3,2]dioxaborol-2-yl)ethyl)carbamate